benzyl camphorsulfonate C12(C(=O)CC(CC1)C2(C)C)CS(=O)(=O)OCC2=CC=CC=C2